METHYL-1,3-DIOXANE-2-CARBOXYLIC ACID CC1(OCCCO1)C(=O)O